2-chloro-4-(trifluoromethyl)thiazole-5-carboxamide ClC=1SC(=C(N1)C(F)(F)F)C(=O)N